(3-chloro-2,4-dimethyl-5,7-dihydropyrrolo[3,4-b]pyridin-6-yl)-[(3R)-1-(5-cyclopropyl-3-pyridyl)pyrrolidin-3-yl]methanone ClC=1C(=C2C(=NC1C)CN(C2)C(=O)[C@H]2CN(CC2)C=2C=NC=C(C2)C2CC2)C